FC1=CC2=C(N=C(N=C2NCC=2C(=NC=CC2)C(F)(F)F)N2C(COCC2)C)N=C1 6-fluoro-2-(3-methylmorpholino)-N-((2-(trifluoromethyl)pyridin-3-yl)methyl)pyrido[2,3-d]pyrimidin-4-amine